[N-](S(=O)(=O)C(F)(F)F)S(=O)(=O)C(F)(F)F.C(C=C)[N+](C)(C)CC=C diallyldimethyl-ammonium bis(trifluoromethylsulfonyl)imide